6-oxaoctanedithiol C(CCCCOCC)(S)S